2,4-dihydroxy-3-[(1R,6R)-3-methyl-6-prop-1-en-2-ylcyclohex-2-en-1-yl]-benzoic acid OC1=C(C(=O)O)C=CC(=C1[C@@H]1C=C(CC[C@H]1C(=C)C)C)O